FC1(CN(CC[C@H]1NC1=NN2C(C(=N1)OC([2H])([2H])[2H])=C(C=C2)C=2C=CC1=C(N(N=N1)CCF)C2)C(C)=O)F (R)-1-(3,3-difluoro-4-((5-(1-(2-fluoroethyl)-1H-benzo[d][1,2,3]triazol-6-yl)-4-(methoxy-d3)pyrrolo[2,1-f][1,2,4]triazin-2-yl)amino)piperidin-1-yl)ethan-1-one